2',6'-Dichloro-3-methyl-2,4'-bipyridine ClC1=NC(=CC(=C1)C1=NC=CC=C1C)Cl